C(C)(=O)NC=1SC2=C(N1)C=CC(=C2)C=2C=C(C(=NC2)C)NC(=O)N2OCC[C@H]2C2=CC=CC=C2 (S)-N-(5-(2-acetamidobenzo[d]thiazol-6-yl)-2-methylpyridin-3-yl)-3-phenylisoxazolidin-2-carboxamide